5-Amino-1-methyl-1H-imidazole-4-carbonitrile NC1=C(N=CN1C)C#N